COC(\C=C\CCC)OC trans-2-Hexenal dimethyl acetal